1-[(2R,6S)-6-[[bis(4-methoxyphenyl)-phenyl-methoxy]methyl]-6-(hydroxymethyl)-4-iso-propyl-morpholin-2-yl]pyrimidine-2,4-dione COC1=CC=C(C=C1)C(OC[C@@]1(O[C@H](CN(C1)C(C)C)N1C(NC(C=C1)=O)=O)CO)(C1=CC=CC=C1)C1=CC=C(C=C1)OC